tert-butyl 4-(2-chloro-1-fluoroethylidene)piperidine-1-carboxylate ClCC(F)=C1CCN(CC1)C(=O)OC(C)(C)C